OC=1C=C(C(=O)OCC(CC)CC)C=C(C1O)O 2-ethylbutyl 3,4,5-trihydroxybenzoate